3-Bromo-5-(4-methoxyphenyl)-7-(trifluoromethyl)pyrazolo[1,5-a]pyrimidine BrC=1C=NN2C1N=C(C=C2C(F)(F)F)C2=CC=C(C=C2)OC